2-methanesulfonyl-4-methyl-5-oxo-8-(1,3-thiazol-2-yl)-5h,8h-pyrido[2,3-d]pyrimidine-6-carboxylate CS(=O)(=O)C=1N=C(C2=C(N1)N(C=C(C2=O)C(=O)[O-])C=2SC=CN2)C